ClC=1C=C2C=C(C(NC2=CC1)=O)C=1N=NN(C1)C1=CC=C(C=C1)C(=O)N1CCNCC1 6-chloro-3-{1-[4-(piperazine-1-carbonyl)-phenyl]-1H-[1,2,3]triazol-4-yl}-1H-quinolin-2-one